4-(3-fluorophenyl)-1-(4-(5-fluoropyridin-3-yl)-5-(isopropylsulfanyl)thiazol-2-yl)-3-methyl-1H-pyrazole-5-carboxylic acid FC=1C=C(C=CC1)C=1C(=NN(C1C(=O)O)C=1SC(=C(N1)C=1C=NC=C(C1)F)SC(C)C)C